N6-(2-methoxy-4-(methylsulfonyl)phenyl)-N4-methyl-1H-pyrrolo[2,3-b]pyridine-4,6-diamine COC1=C(C=CC(=C1)S(=O)(=O)C)NC=1C=C(C2=C(N1)NC=C2)NC